1-(4-isocyanatophenyl)ethan-1-one methyl-2-((4-(trifluoromethyl)phenyl)carbamoyl)hydrazine-1-carboxylate COC(=O)NNC(NC1=CC=C(C=C1)C(F)(F)F)=O.N(=C=O)C1=CC=C(C=C1)C(C)=O